7-(chloromethyl)-3,6-difluoropyrrolo[1,2-a]quinoxalin-4(5H)-one ClCC=1C(=C2NC(C=3N(C2=CC1)C=CC3F)=O)F